C(C1=CC=CC=C1)O[C@@H](CCOC[C@@H](C)O)C (2R)-1-[(3R)-3-benzyloxybutoxy]propan-2-ol